C(C)(=O)C1(O)[C@@H](N)[C@@H](O)[C@H](O)[C@H](O1)C acetyl-6-deoxy-mannosamine